2-(2-heptyl)-benzimidazole CC(CCCCC)C=1NC2=C(N1)C=CC=C2